1-((3R,5R,8S,9S,10S,13S,14S,17S)-3-(ethoxymethyl)-10-ethyl-3-hydroxy-13-methylhexadecahydro-1H-cyclopenta[a]phenanthren-17-yl)-2-(5-methyl-2H-tetrazol-2-yl)ethan-1-one C(C)OC[C@]1(CC[C@@]2([C@H]3CC[C@@]4([C@H](CC[C@H]4[C@@H]3CC[C@@H]2C1)C(CN1N=C(N=N1)C)=O)C)CC)O